6-(5-(2-(4-methylpiperazin-1-yl)pyridin-4-yl)-1H-pyrrolo[2,3-b]pyridin-3-yl)-4-((1-methylpiperidin-4-yl)oxy)quinazoline CN1CCN(CC1)C1=NC=CC(=C1)C=1C=C2C(=NC1)NC=C2C=2C=C1C(=NC=NC1=CC2)OC2CCN(CC2)C